6-(2-furyl)-2-methoxy-N-[1-[3-(trifluoromethyl)phenyl]ethyl]pyrimidin-4-amine O1C(=CC=C1)C1=CC(=NC(=N1)OC)NC(C)C1=CC(=CC=C1)C(F)(F)F